(6-chloro-8-methoxy-1,3,4,5-tetrahydropyrido[4,3-b]indol-2-yl)-[5-(trifluoromethyl)-1H-pyrazol-3-yl]methanone ClC1=CC(=CC=2C3=C(NC12)CCN(C3)C(=O)C3=NNC(=C3)C(F)(F)F)OC